1-(2-isopropylphenyl)-1H-pyrazol-3-ol C(C)(C)C1=C(C=CC=C1)N1N=C(C=C1)O